O1COC2=C1C=CC(=C2)CNC(=S)N2CCN(CC2)C=2C1=C(N=CN2)C2=C(O1)C=CC=C2 N-(1,3-benzodioxol-5-ylmethyl)-4-([1]benzofuro[3,2-d]pyrimidin-4-yl)piperazine-1-thioamide